O1N=CC2=C1N=CS2 isoxazolo[5,4-d]thiazole